ClC1=C(C=C(C=C1)N1N=C(N=C1CNC(=O)NCC1=NC(=NN1C=1C=NC2=CC=CC=C2C1)C)C)F 1-{[1-(4-chloro-3-fluorophenyl)-3-methyl-1H-1,2,4-triazol-5-yl]methyl}-3-{[3-methyl-1-(quinolin-3-yl)-1H-1,2,4-triazol-5-yl]methyl}urea